3,5-di-tert-butyl-4-hydroxy-benzoic acid cetyl ester C(CCCCCCCCCCCCCCC)OC(C1=CC(=C(C(=C1)C(C)(C)C)O)C(C)(C)C)=O